NC(CC(C)C)C1C([C@@]2(C(C(C1)C2)(C)C)O)(C)O (R)-1-amino-3-methylbutyl-pinanediol